2-[5-chloro-2-methyl-4-[1-(trifluoromethyl)cyclopentyl]phenyl]-4-oxo-1H-1,6-naphthyridine-5-carboxamide ClC=1C(=CC(=C(C1)C=1NC=2C=CN=C(C2C(C1)=O)C(=O)N)C)C1(CCCC1)C(F)(F)F